IC=1C=C(N(N1)C(C)C)C1[C@H]2CC(C[C@@H]12)=O (1R,5S)-6-(5-iodo-2-isopropyl-pyrazol-3-yl)bicyclo[3.1.0]hexan-3-one